C(=O)O.FC=1C=NN(C1)C1CC(N(CC1)CC1=C2C=CNC2=C(C=C1OC)C)C1=C(C(=O)O)C=CC=C1 (4-(4-fluoro-1H-pyrazol-1-yl)-1-((5-methoxy-7-methyl-1H-indol-4-yl)methyl)piperidin-2-yl)benzoic acid formic acid salt